(S)-6-((4-((2-hydroxy-1-phenylethyl)amino)-5-(1,3,4-oxadiazol-2-yl)pyridin-2-yl)amino)-1-methyl-1,2-dihydro-3H-pyrazolo[3,4-b]pyridin-3-one OC[C@H](C1=CC=CC=C1)NC1=CC(=NC=C1C=1OC=NN1)NC1=CC=C2C(=N1)N(NC2=O)C